5-((3-(3-((3-(Hydroxymethyl)benzyl)amino)propanamido)propyl)amino)benzo[c][2,6]naphthyridine-8-carboxamide OCC=1C=C(CNCCC(=O)NCCCNC2=NC3=C(C4=CN=CC=C24)C=CC(=C3)C(=O)N)C=CC1